NC=1N=C(SC1C(=O)C1=CC=NC=C1)NC1=CC(=C(C=C1)F)Cl [4-amino-2-(3-chloro-4-fluoro-anilino)thiazol-5-yl]-(4-pyridyl)methanone